C(C)(C)(C)C1=C(C=CC(=C1)C(C)(C)C)OP(OC1=C(C=C(C=C1)C(C)(C)C)C(C)(C)C)OC1=C(C=C(C=C1)C(C)(C)C)C(C)(C)C.CC=1C=C(OCC(=O)C2=CC=C(C=C2)OC)C=C(C1)C 2-(3,5-dimethylphenoxy)-1-(4-methoxyphenyl)ethanone tris-(2,4-di-tertiary-butyl-phenyl)phosphite